N,5-diphenyl-1,3,4-thiadiazole-2-amine C1(=CC=CC=C1)NC=1SC(=NN1)C1=CC=CC=C1